2-(6-{[(3R,4S)-3-fluoro-2,2,6,6-tetramethylpiperidin-4-yl]oxy}pyridazin-3-yl)-5-(2-methyl[1,2,4]triazolo[1,5-a]pyridin-6-yl)pyridin-3-ol trihydrochloride Cl.Cl.Cl.F[C@@H]1C(NC(C[C@@H]1OC1=CC=C(N=N1)C1=NC=C(C=C1O)C=1C=CC=2N(C1)N=C(N2)C)(C)C)(C)C